N-(6-(4-(1-(Cyclopropyl-amino)-1-oxopropan-2-yl)piperazin-1-yl)-2,2-dimethyl-2,3-dihydrobenzo-furan-5-yl)pyrazolo[1,5-a]pyrimidine-3-carboxamide C1(CC1)NC(C(C)N1CCN(CC1)C1=CC2=C(CC(O2)(C)C)C=C1NC(=O)C=1C=NN2C1N=CC=C2)=O